O=C1NC(CC[C@@H]1N1C(C2=CC=CC(=C2C1=O)OCC(=O)N1CCN(CC1)C=1C=C(CNC2=C3N=CN(C3=NC=N2)C2CC(C2)NC(C2=NC(=CC=C2)C)=O)C=CC1)=O)=O N-((1s,3s)-3-(6-((3-(4-(2-((2-(2,6-dioxopiperidin-3-yl)-1,3-dioxoisoindolin-4-yl)oxy)acetyl)piperazin-1-yl)benzyl)amino)-9H-purin-9-yl)cyclobutyl)-6-methylpicolinamide